8-hydroxy-5-(2-morpholinylethyl)-6-oxo-pyrido[2,3-b]Piperazine-7-carboxamide OC1=C(C(N(C=2NCCNC21)CCN2CCOCC2)=O)C(=O)N